COC1=CC=C(CN(S(=O)(=O)C2CC2)C2=NC=CC(=N2)C(C(=O)OC)(CC)C)C=C1 Methyl 2-(2-(N-(4-methoxybenzyl)cyclopropanesulfonamido)pyrimidin-4-yl)-2-methylbutanoate